isobutyroic acid C(C(C)C)(=O)O